COC(=O)C=1OC(=NN1)CC1=CC=C(C=C1)C(F)(F)F (4-trifluoromethylbenzyl)-1,3,4-oxadiazole-2-carboxylic acid methyl ester